CC1=C2C(=CC(=C1)O2)C (2-methyl-6-methyl-1,4-phenylene) ether